1-(o-methylphenyl)azetidine tert-butyl-6-chloro-7-cyano-3-(4,4,5,5-tetramethyl-1,3,2-dioxaborolan-2-yl)indole-1-carboxylate C(C)(C)(C)OC(=O)N1C=C(C2=CC=C(C(=C12)C#N)Cl)B1OC(C(O1)(C)C)(C)C.CC1=C(C=CC=C1)N1CCC1